FC1=NC(=CC=C1N1CCN(CC1)CC=1C=CC=2C3=C(C(NC2C1F)=O)OC(=C3)F)C(NC)=O 7-((4-(2-fluoro-6-(methylcarbamoyl)pyridin-3-yl)piperazin-1-yl)methyl)-2,6-difluorofuro[2,3-c]quinolin-4(5H)-one